1-[2-amino-6-(furan-2-yl)pyrimidin-4-yl]-2-(pyridin-4-yl)-1H-1,3-benzodiazole NC1=NC(=CC(=N1)N1C(=NC2=C1C=CC=C2)C2=CC=NC=C2)C=2OC=CC2